N-(3-chloro-4-(4-isobutyryl-1-piperazinyl)phenyl)-2,2-diphenylacetamide ClC=1C=C(C=CC1N1CCN(CC1)C(C(C)C)=O)NC(C(C1=CC=CC=C1)C1=CC=CC=C1)=O